C(C)(C)(C)OC(N[C@@H]1C2=CC=CC=C2CC12CCN(CC2)C=2N(C(C(=CN2)S)=O)C)=O N-[(3S)-1'-(1-methyl-6-oxo-5-sulfanyl-1,6-dihydropyrimidin-2-yl)-1,3-dihydrospiro[inden-2,4'-piperidin]-3-yl]carbamic acid tert-butyl ester